1-[[2-(2,2,2-trifluoroethoxy)pyridin-4-yl]methyl]-3-[(1r,3r)-3-(trifluoromethyl)cyclobutyl]urea FC(COC1=NC=CC(=C1)CNC(=O)NC1CC(C1)C(F)(F)F)(F)F